3-[6-({4-[2-amino-6-(3,4-difluorophenyl)-4-pyrimidinyl]-1H-1,2,3-triazol-1-yl}methyl)-2-pyridinyl]-3-methylbutanoic acid NC1=NC(=CC(=N1)C=1N=NN(C1)CC1=CC=CC(=N1)C(CC(=O)O)(C)C)C1=CC(=C(C=C1)F)F